ClC1=CC=C2C(=N1)C(=C(N2CC)C=2C(=NC=CC2)[C@H](C)OC)CC(C(=O)OC)(C)C methyl (S)-3-(5-chloro-1-ethyl-2-(2-(1-methoxyethyl)pyridin-3-yl)-1H-pyrrolo[3,2-b]pyridin-3-yl)-2,2-dimethylpropanoate